1,3-butanediol diitaconate C(C(=C)CC(=O)O)(=O)O.C(C(=C)CC(=O)O)(=O)O.C(CC(C)O)O